C(C)(=O)NNC(C)=O 1,2-diacetylhydrazine